7-Bromo-2-methylquinazoline-4(3H)-one BrC1=CC=C2C(NC(=NC2=C1)C)=O